[PH4+].P([O-])([O-])=O.[PH4+] phosphonic acid, phosphonium salt